NCC(CC[Si](OC)(OC)OC)C 4-amino-3-methylbutyl-trimethoxysilane